FC=1C=NN(C1)C1=CC=C(C=N1)C(C)N1C(C2(CC1)CCNCC2)=O 2-(1-(6-(4-fluoro-1H-pyrazol-1-yl)pyridin-3-yl)ethyl)-2,8-diazaspiro[4.5]decan-1-one